3-[(4-fluorophenyl)-hydroxy-methyl]azetidine-1-carboxylic acid tert-butyl ester C(C)(C)(C)OC(=O)N1CC(C1)C(O)C1=CC=C(C=C1)F